BrC=1C=C(C=C2C(=C(NC12)[C@H]1CN(CCC1)C(=O)OC(C)(C)C)F)C(=O)OC (R)-methyl 7-bromo-2-(1-(tert-butoxycarbonyl)piperidin-3-yl)-3-fluoro-1H-indole-5-carboxylate